CN1C=[N+](C=C1)S(=O)(=O)C=1C=NC(=CC1)N1N=CC(=C1)C(F)(F)F 3-methyl-1-{6-[4-(trifluoromethyl)pyrazol-1-yl]pyridin-3-ylsulfonyl}imidazol-1-ium